tert-butyl 4-[3-(3-oxoprop-1-ynyl)cyclobutoxy]piperidine-1-carboxylate O=CC#CC1CC(C1)OC1CCN(CC1)C(=O)OC(C)(C)C